C(C)(C)(C)OC(=O)C1=C2C(=NO1)C=CC(=C2)Br.ICC(C(I)(I)I)(C)C tetraiodoneopentane tert-Butyl-5-bromobenzo[c]isoxazole-3-carboxylate